C(C=C)(=O)[Si].[Mn].[Si] silicon-manganese alloyl-silicon